FC1=C(OC2=C(C(=C(C=C2)NC(=O)C2=NC(=CN=C2)C2=CN=NC=C2)N(CC2CNCCO2)C)C(F)(F)F)C=CC=C1 N-(4-(2-fluorophenoxy)-2-(methyl(morpholin-2-ylmethyl)amino)-3-(trifluoromethyl)phenyl)-6-(pyridazin-4-yl)pyrazine-2-carboxamide